(S)-4-{5-[(R)-(1,3-dimethyl-azetidin-3-yl)-hydroxy-(4-isopropyl-phenyl)-methyl]-pyridin-3-yl}-2-(2-methoxy-pyrimidin-4-yl)-but-3-yn-2-ol CN1CC(C1)(C)[C@@](C=1C=C(C=NC1)C#C[C@](C)(O)C1=NC(=NC=C1)OC)(C1=CC=C(C=C1)C(C)C)O